C(C)OC(NC(=O)[C@H]1[C@@H](CC[C@H](C1)C)C(C)C)=O.C(CCCCCCC\C=C/CCCCCCCC)OCC(CN(C)C)OCCCCCCCC\C=C/CCCCCCCC 1,2-dioleyloxy-3-(dimethylamino)propane ethyl-N-[(1R,2S,5R)-5-methyl-2-propan-2-ylcyclohexanecarbonyl]carbamate